C1(CC1)NC1=NC(=NC=C1C(F)(F)F)NC1=C2C=NN(C2=CC=C1)CC N4-cyclopropyl-N2-(1-ethyl-1H-indazol-4-yl)-5-(trifluoromethyl)pyrimidine-2,4-diamine